BrC1=CC=C(OCCN2[C@H](C(N(CC2)C)=O)C)C=C1 (S)-4-[2-(4-bromophenoxy)ethyl]-1,3-dimethylpiperazin-2-one